CC1(CCN(CC1)C=1OC2=CC=C(C=C2C(C1C)=O)C)C 2-(4,4-dimethyl-1-piperidyl)-3,6-dimethyl-chromen-4-one